C(=CCCCC)P(O)(=O)C1CCCCC1 hexenyl-cyclohexyl-phosphinic acid